2-amino-4-(methylsulfonyl)butanoic acid NC(C(=O)O)CCS(=O)(=O)C